2-Hydroxy-isoquinoline-1,3(2H,4H)-dione ON1C(C2=CC=CC=C2CC1=O)=O